NC=1C=C2CCCC(C2=CC1)=O (Z)-6-amino-3,4-dihydronaphthalen-1(2H)-one